(3aR,5R,6R,6aR)-5-(((2-chloroquinolin-7-yl)oxy)methyl)-6-ethynyl-2,2-dimethyltetrahydrofuro[2,3-d][1,3]dioxol-6-ol ClC1=NC2=CC(=CC=C2C=C1)OC[C@@H]1[C@]([C@@H]2[C@@H](OC(O2)(C)C)O1)(O)C#C